N-{4-[(pyrimidin-2-yl)sulfamoyl]phenyl}-2-(4-{1H-pyrrolo[2,3-d]pyrimidin-4-yl}piperazin-1-yl)acetamide N1=C(N=CC=C1)NS(=O)(=O)C1=CC=C(C=C1)NC(CN1CCN(CC1)C1=C2C(NC=N1)=NC=C2)=O